The molecule is an inositol phosphate oxoanion resulting from the removal of a proton from each of the phosphate groups of CDP-1L-myo-inositol. The major species at pH 7.3. It is a conjugate base of a CDP-1L-myo-inositol. C1=CN(C(=O)N=C1N)[C@H]2[C@@H]([C@@H]([C@H](O2)COP(=O)([O-])OP(=O)([O-])OC3[C@H]([C@H](C([C@H]([C@@H]3O)O)O)O)O)O)O